2-[1-(2,2-difluorocyclopropane-1-carbonyl)-1,2,3,4-tetrahydroquinolin-6-yl]-N-(4-fluorophenyl)propanamide FC1(C(C1)C(=O)N1CCCC2=CC(=CC=C12)C(C(=O)NC1=CC=C(C=C1)F)C)F